methyl-l-2,4-dihydroxy-3,6-dimethylbenzoic acid methyl ester COC(C1=C(C(=C(C(=C1C)C)O)C)O)=O